ClC1=CSC=2C1=NC(=CC2N(C(OC(C)(C)C)=O)CC=2SC=CN2)C tert-Butyl N-(3-chloro-5-methyl-thieno[3,2-b]pyridin-7-yl)-N-(thiazol-2-ylmethyl)carbamate